C(C)OC=1N=NC(=C2C1N(C=C2C2=CC(=C(C=C2)OC2=NC=CC(=N2)C)F)C)NCC2=CC=C(C=C2)OC 7-ethoxy-3-(3-fluoro-4-((4-methylpyrimidin-2-yl)oxy)phenyl)-N-(4-methoxybenzyl)-1-methyl-1H-pyrrolo[2,3-d]pyridazin-4-amine